C1(=CC=CC2=CC=CC=C12)C=1C(=C(C=CC1NC1=CC=CC=C1)C1=CCC(C=C1)(C1=CC=C(C=C1)C1=CC=CC=C1)NC1=CC=CC=C1)C1=CC=CC2=CC=CC=C12 bis(naphthalen-1-yl)-N,N'-diphenyl-[1,1':4',1'':4'',1'''-quaterphenyl]-4,4'-diamine